N-methylpyrrolidin CN1CCCC1